2-(methylsulfonyl)-2,7-diazaspiro[3.5]nonane CS(=O)(=O)N1CC2(C1)CCNCC2